CN(S(=O)(=O)C1=C(C=CC=C1)S(=O)(=O)Cl)C 2-(N,N-dimethylsulfamoyl)benzene-1-sulfonyl chloride